(3,4,5-trihydroxy-3-furyl)-4-methoxybenzoic acid OC1(COC(=C1O)O)C1=C(C(=O)O)C=CC(=C1)OC